3-(dimethyl{3-[(2-methylacryloyl)amino]propyl}ammonio)propane-1-sulfonate C[N+](CCCS(=O)(=O)[O-])(CCCNC(C(=C)C)=O)C